2-(benzo[d]thiazole-2-yl)-4,6-diiodophenol S1C(=NC2=C1C=CC=C2)C2=C(C(=CC(=C2)I)I)O